COCCOCC=1C=CC2=C(N(C=N2)COCC[Si](C)(C)C)C1 6-[(2-methoxyethoxy)methyl]-1-[[2-(trimethylsilyl)ethoxy]methyl]-1,3-benzodiazole